N-methyl-5-hexen-1-amine CNCCCCC=C